2-methyl-1-[4-(methylthio)phenyl]-2-Morpholinyl-propan-1-one butyl-α-methylolacrylate C(CCC)OC(C(=C)CO)=O.CC(C(=O)C1=CC=C(C=C1)SC)(C)N1CCOCC1